C1(=CC=CC=C1)C(C1=CC=CC=C1)=NC(C(=O)OCC)CC(F)F ethyl 2-((diphenylmethylene)amino)-4,4-difluorobutanoate